tert-butyl-N-[(7-bromo-2-quinolyl)-methyl-amino]carbamate C(C)(C)(C)OC(NN(C)C1=NC2=CC(=CC=C2C=C1)Br)=O